(2S)-2-(isopropylamino)propionic acid methyl ester COC([C@H](C)NC(C)C)=O